ClC1=C(C=C(C=2C3=C(N(C12)C(F)F)CCNC([C@@H]3C)=O)NCCO)Cl |r| racemic-7,8-dichloro-6-(difluoromethyl)-10-((2-hydroxyethyl)amino)-1-methyl-3,4,5,6-tetrahydroazepino[4,5-b]indol-2(1H)-one